C(#N)C1=C(C(=CC(=C1C1=C(C=NN1C)I)F)[N+](=O)[O-])/C=C/C(=O)[O-] (E)-3-(2-cyano-4-fluoro-3-(4-iodo-1-methyl-1H-pyrazol-5-yl)-6-nitrophenyl)acrylate